5-[3-[tert-butyl(dimethyl)silyl]oxyazetidin-1-yl]-1-(2,6-dibenzyloxy-3-pyridyl)-3-methyl-benzimidazol-2-one [Si](C)(C)(C(C)(C)C)OC1CN(C1)C1=CC2=C(N(C(N2C)=O)C=2C(=NC(=CC2)OCC2=CC=CC=C2)OCC2=CC=CC=C2)C=C1